trans-3-chloro-2-(2-fluoro-6-(3-fluoro-1-methyl-1H-pyrazol-4-yl)phenyl)-N-(6-hydroxyspiro[3.3]heptan-2-yl)imidazo[1,2-a]pyridine-7-carboxamide ClC1=C(N=C2N1C=CC(=C2)C(=O)NC2CC1(C2)CC(C1)O)C1=C(C=CC=C1C=1C(=NN(C1)C)F)F